5-cyclohexylpentanol C1(CCCCC1)CCCCCO